ClC1=CC=C(C=C1)C1=NC(C=2C(C3=C1C=C(C=C3)C(F)(F)F)=CN(C(C2)=O)C)CC(=O)O 2-(7-(4-chlorophenyl)-2-methyl-3-oxo-9-(trifluoromethyl)-3,5-dihydro-2H-benzo[c]pyrido[3,4-e]azepin-5-yl)acetic acid